N1N=CC2=CC=C(C=C12)N1C(=CC=C1)C#N (1H-indazol-6-yl)-1H-pyrrole-2-carbonitrile